2-(1-(Cyclopropylmethyl)-7-hydroxy-1H-indol-2-yl)-4-fluoro-3-methylpyrazolo[1,5-a]pyridine-6-carboxylic acid methyl ester COC(=O)C=1C=C(C=2N(C1)N=C(C2C)C=2N(C1=C(C=CC=C1C2)O)CC2CC2)F